BrC1=CC2=C(N=C3C=CC=CC3=C2C=C1)C 8-Bromo-6-methylphenanthridine